5-(2,4-dimethylbenzyl)-5,6-dihydro-4H-1,2,4-oxadiazine CC1=C(CC2NC=NOC2)C=CC(=C1)C